ClC=1C=CC(=C(C1)C1=C(C=NN1COCC[Si](C)(C)C)N)OC(F)F 5-(5-chloro-2-(difluoromethoxy)phenyl)-1-((2-(trimethylsilyl)ethoxy)methyl)-1H-pyrazol-4-amine